1,2,3,4,6-penta-O-benzoyl-7-O-[bis(phenyloxy)phosphoryl]-D-glycero-α-D-manno-heptopyranose C(C1=CC=CC=C1)(=O)O[C@@H]1[C@@H](OC(C2=CC=CC=C2)=O)[C@@H](OC(C2=CC=CC=C2)=O)[C@H](OC(C2=CC=CC=C2)=O)[C@H](O1)[C@H](OC(C1=CC=CC=C1)=O)COP(=O)(OC1=CC=CC=C1)OC1=CC=CC=C1